C1(=CC=CC=C1)C(OOC(C1=C(C(=CC=C1Cl)Cl)OC)=O)=N [(3,6-dichloro-2-methoxybenzoyl)oxy] benzenecarboximidate